N-((1r,4r)-4-((2'-(benzyloxy)-3'-fluoro-[1,1'-biphenyl]-3-yl)methyl)-4-(4-(chloromethyl)oxazol-2-yl)cyclohexyl)methanesulfonamide C(C1=CC=CC=C1)OC1=C(C=CC=C1F)C1=CC(=CC=C1)CC1(CCC(CC1)NS(=O)(=O)C)C=1OC=C(N1)CCl